C1(CC1)C1=NC=NC(=C1C1=NC=C2N=C(N(C2=N1)CC1=CC=C(C=C1)C=1N(C=C(N1)C(F)(F)F)C(C)C)C=1C(=NOC1C)C)OC 4-(2-(4-cyclopropyl-6-methoxypyrimidin-5-yl)-9-(4-(1-isopropyl-4-(trifluoromethyl)-1H-imidazol-2-yl)benzyl)-9H-purin-8-yl)-3,5-dimethylisoxazole